FC=1C=C(CC=2C=C3C(=NNC3=CC2)NC(C2=C(C=C(C=C2)N2CCN(CC2)CCCC2=CC=C3C(=NN(C3=C2)C)C2C(NC(CC2)=O)=O)NC2CCOCC2)=O)C=C(C1)F N-(5-(3,5-difluorobenzyl)-1H-indazol-3-yl)-4-(4-(3-(3-(2,6-dioxopiperidin-3-yl)-1-methyl-1H-indazol-6-yl)propyl)piperazin-1-yl)-2-((tetrahydro-2H-pyran-4-yl)amino)benzamide